C(C1=CC=CC=C1)OCC1=CC=C(C=C1)NC(C1=CC(=C(C=C1)F)C1=NC(=C(N=C1)Cl)NS(=O)(=O)C)=O N-(4-((benzyloxy)methyl)phenyl)-3-(5-chloro-6-(methylsulfonamido)pyrazin-2-yl)-4-fluorobenzamide